C(C=1C(O)=CC=CC1)(=O)[O-].OCC[N+](C)(C)C hydroxyethyltrimethylammonium salicylate